FC=1C=C(C=C(C1)F)[C@H]1N(OCC1)C(=O)[C@@H]1[C@@H](CN(CC1)C1=NC=NC(=C1)[S@](=O)C)F ((S)-3-(3,5-difluorophenyl)isoxazolidin-2-yl)((3S,4R)-3-fluoro-1-(6-((R)-methylsulfinyl)pyrimidin-4-yl)piperidin-4-yl)methanone